(p-chlorophenylamino)-2-methyl-1-[6-(1-methyl-4-piperidyloxy)-2-pyridyl]-1,2-dihydro-3H-1,2,5,7-tetraazainden-3-one ClC1=CC=C(C=C1)NC1=C2C(N(N(C2=NC=N1)C1=NC(=CC=C1)OC1CCN(CC1)C)C)=O